(1R,3S)-3-(3-{[(3-meth-oxy-1-methyl-1H-pyrazol-5-yl)carbonyl]amino}-1H-pyrazol-5-yl)cyclopentyl [(2S)-1-methoxypropan-2-yl]carbamate COC[C@H](C)NC(O[C@H]1C[C@H](CC1)C1=CC(=NN1)NC(=O)C1=CC(=NN1C)OC)=O